(+)-pinandiol C12(C(CCC(C1(C)C)C2)(C)O)O